1,2-dichloro-3-(trifluoromethyl)benzene ClC1=C(C(=CC=C1)C(F)(F)F)Cl